COC1=CC=C(C=C1)C(OC[C@@H]1[C@H]([C@H]([C@@H](C1)NC1=NC=NC=C1)O)O[Si](C)(C)C(C)(C)C)(C1=CC=CC=C1)C1=CC=C(C=C1)OC (1S,2R,3R,5R)-3-((bis(4-methoxyphenyl)(phenyl)methoxy)methyl)-2-((tert-butyldimethylsilyl)oxy)-5-(pyrimidin-4-ylamino)cyclopentan-1-ol